C(C)(C)(C)C=1C=C(C=C(C1)C(C)(C)C)C1=C2C=C(CC2=CC=2CCCC12)C 4-(3',5'-di-t-butylphenyl)-2-methyl-1,5,6,7-tetrahydro-s-indacen